12-bromo-4,6,8,10-tetramethyltridecyl methoxymethyl ether COCOCCCC(CC(CC(CC(CC(C)Br)C)C)C)C